FC1=C(C=C(C=C1)F)C1=CC=C(N=N1)NC1C2CN(CC12)CC1=NC=CC=C1 trans-N-[6-(2,5-difluorophenyl)pyridazin-3-yl]-3-(2-pyridylmethyl)-3-azabicyclo[3.1.0]hexane-6-amine